C(C)(CC)C1=CC=C(C=C1)N(C1=CC=CC=C1)C1=CC=CC=C1 N-(4-sec-butyl-phenyl)-diphenylamine